zinc copper calcium sulfate S(=O)(=O)([O-])[O-].[Ca+2].[Cu+2].[Zn+2].S(=O)(=O)([O-])[O-].S(=O)(=O)([O-])[O-]